(E)-cyanoethoxydiisopropylaminophosphino-2-aminobutyl-1,3-propanediol C(#N)CCOC(C(O)(CC(CC)N)PN(C(C)C)C(C)C)CO